ClC=1C=C(C=C(C1)Cl)C1(CC(=NO1)C1=CC(=C(C(=O)NC2=NN(C(=N2)CC)CC)C=C1)C)C(F)(F)F 4-(5-(3,5-dichlorophenyl)-5-(trifluoromethyl)-4,5-dihydroisoxazol-3-yl)-N-(1,5-diethyl-1H-1,2,4-triazol-3-yl)-2-methylbenzamide